FC12CCC(CC1)(CC2)C(=O)N2C[C@H]1OC3=C([C@@H]2C1)C=NC=C3C#N (2S,5S)-4-(4-fluorobicyclo[2.2.2]octane-1-carbonyl)-2,3,4,5-tetrahydro-2,5-methanopyrido[3,4-f][1,4]oxazepine-9-carbonitrile